ClC1=C(C=2N=C(N=C(C2C=N1)N1C[C@@](CCC1)(O)C)OCC12CCCN2CCC1)F (R)-1-(7-chloro-8-fluoro-2-((tetrahydro-1H-pyrrolizin-7a(5H)-yl)methoxy)pyrido[4,3-d]pyrimidin-4-yl)-3-methylpiperidin-3-ol